FC(OC1CCN(CC1)C=1C=CC2=C(NC(=N2)C=2C(NC3=CC=CC=C3C2)=O)C1)(F)F 3-(6-(4-(trifluoromethoxy)piperidin-1-yl)-1H-benzo[d]imidazol-2-yl)quinolin-2(1H)-one